diglycidyl-para-toluidine C(C1CO1)N(C1=CC=C(C=C1)C)CC1CO1